2-(4-((1-isopropylpiperidin-4-yl)oxy)phenyl)-3-methoxy-1-methylquinolin-4(1H)-one C(C)(C)N1CCC(CC1)OC1=CC=C(C=C1)C=1N(C2=CC=CC=C2C(C1OC)=O)C